(1E)-N-(3-bromo-2,4-difluorophenyl)-6-chloro-1-(hydroxyimino)-2,3-dihydroindene-4-sulfonamide BrC=1C(=C(C=CC1F)NS(=O)(=O)C=1C=2CC\C(\C2C=C(C1)Cl)=N/O)F